ClC=1C2=C(N=CN1)N(C=C2)CC2=C(C=C(C=C2)F)F 4-chloro-7-(2,4-difluorobenzyl)-7H-pyrrolo[2,3-d]pyrimidine